1-(3-(3-fluorophenyl)-6-hydroxy-3,4-dihydroisoquinolin-2(1H)-yl)-3-methylbutan-1-one FC=1C=C(C=CC1)C1N(CC2=CC=C(C=C2C1)O)C(CC(C)C)=O